C(C)(C)(CCC)S tertiary hexyl mercaptan